C(C)(C)(C)OC(=O)N1CC(C1)C=1C=2C=3N(C(=NC2C=CC1)N[C@H]1C(NCCCC1)=O)N=C(N3)C3=CC=C(C=C3)OC 3-[2-(4-Methoxyphenyl)-5-{[(3R)-2-oxoazepan-3-yl]amino}[1,2,4]triazolo[1,5-c]quinazolin-10-yl]azetidine-1-carboxylic acid tert-butyl ester